(2S)-2-{[(tert-butoxy)carbonyl]amino}-3-methoxypropanoic acid C(C)(C)(C)OC(=O)N[C@H](C(=O)O)COC